C(C)(C)(C)N1N=C(C(=C1)C=O)C(=O)OC methyl 1-(tert-butyl)-4-formyl-1H-pyrazole-3-carboxylate